NC1=CC=C(C(=N1)C1=C(C=C2C(=NC(=NC2=C1)OCC1(CC1)N(C)C)N1CCN(CC1)C(C=C)=O)Cl)C(F)(F)F 1-(4-(7-(6-amino-3-(trifluoromethyl)pyridin-2-yl)-6-chloro-2-((1-(dimethylamino)cyclopropyl)meth-oxy)quinazolin-4-yl)piperazin-1-yl)prop-2-en-1-one